FC([C@]([C@H](C(CC(=O)OCC)=O)C)(C)O)(F)F ethyl (4R,5R)-6,6,6-trifluoro-5-hydroxy-4,5-dimethyl-3-oxohexanoate